FC1=C(C(=O)N([C@H]2CNCCC2)C2=NC=CC3=CC(=CC=C23)C2=C(C=CC=C2)O)C=CC(=C1)C=1N=NN(C1)C (R)-2-fluoro-N-(6-(2-hydroxyphenyl)isoquinolin-1-yl)-4-(1-methyl-1H-1,2,3-triazol-4-yl)-N-(piperidin-3-yl)benzamide